(2'-amino-1,1'-biphenyl-2-yl)methaneAt lithium [Li+].NC1=C(C=CC=C1)C1=C(C=CC=C1)C(=O)[O-]